4-behenyl-oxybenzyl alcohol C(CCCCCCCCCCCCCCCCCCCCC)OC1=CC=C(CO)C=C1